O1C(=CC=C1)C=1C=C(C=CC1)NC(=O)C1C(=NN(C1=O)C1=CC=NC=C1)C N-(3-(furan-2-yl)phenyl)-3-methyl-5-oxo-1-(pyridin-4-yl)-4,5-dihydro-1H-pyrazole-4-carboxamide